β-isopropenylnaphthalene C(=C)(C)C1=CC2=CC=CC=C2C=C1